2-(2-pentyloxycarbonyl)acetoxy-1,3-propanediol CC(CCC)OC(=O)CC(=O)OC(CCO)O